[6-[5-(1-aminoethyl)-3-(difluoromethyl)-1,2,4-triazol-1-yl]-3-pyridyl]-morpholino-methanone NC(C)C1=NC(=NN1C1=CC=C(C=N1)C(=O)N1CCOCC1)C(F)F